CC1=C(C(=CC=C1)C)C1=NC(=NC(=C1)OC1=CC(=C(C=C1)F)C1CCN(CC1)C)NS(=O)(=O)C=1C=NN(C1)C N-[4-(2,6-dimethylphenyl)-6-[4-fluoro-3-(1-methyl-4-piperidyl)phenoxy]pyrimidin-2-yl]-1-methyl-pyrazole-4-sulfonamide